ClC1=C(C=CC=C1)C(C)(C)C1=NC(=NO1)C1=NC(=CC(=N1)O[C@@H]1C[C@H](NCC1)CC#N)O[C@@H](C)[C@H]1N(C[C@@H](C1)F)C 2-[(2R,4S)-4-[(2-{5-[2-(2-chlorophenyl)propan-2-yl]-1,2,4-oxadiazol-3-yl}-6-[(1S)-1-[(2S,4R)-4-fluoro-1-methylpyrrolidin-2-yl]ethoxy]pyrimidin-4-yl)oxy]piperidin-2-yl]acetonitrile